N-[4-(methanesulfonylmethyl)phenyl]-7-{8'-methyl-1',2'-dihydrospiro[cyclopropane-1,3'-pyrido[2,3-b][1,4]oxazin]-7'-yl}-5H,6H,7H,8H-pyrido[3,4-d]pyrimidin-2-amine CS(=O)(=O)CC1=CC=C(C=C1)NC=1N=CC2=C(N1)CN(CC2)C2=C(C1=C(OC3(CN1)CC3)N=C2)C